3-nitrocyclobutanecarboxylate [N+](=O)([O-])C1CC(C1)C(=O)[O-]